(5S)-5-hydroxy-5-(hydroxymethyl)-2-methoxycyclohex-2-en-1-one O[C@]1(CC=C(C(C1)=O)OC)CO